IC1=CC(=C(C(=O)NC=2C=C3C=CC=NC3=C(N2)C2CCN(CC2)C(=O)OC(C)(C)C)C=C1)N1CCC2(CC2)CC1 tert-butyl 4-(6-(4-iodo-2-(6-azaspiro[2.5]octan-6-yl)benzoylamino)-1,7-naphthyridin-8-yl)piperidine-1-carboxylate